benzyl (2s,3s,4s,5r,6r)-3,4,5,6-tetrahydroxyoxacyclohexane-2-carboxylate O[C@@H]1[C@H](O[C@H]([C@@H]([C@H]1O)O)O)C(=O)OCC1=CC=CC=C1